ClC=1C(=NC=C(C1)F)[C@H]1CC[C@H](CC1)CCNC1CCOCC1 4-((2-((cis)-4-(3-Chloro-5-fluoropyridin-2-yl)-cyclohexyl)ethyl)amino)tetrahydro-2H-pyran